3-ethyl-4-{[3-(8-{[(3S,4R)-3-fluoro-1-methylpiperidin-4-yl]amino}-3-(2,2,2-trifluoroethyl)imidazo[1,2-a]pyridin-2-yl)prop-2-yn-1-yl]amino}-N-methylbenzamide C(C)C=1C=C(C(=O)NC)C=CC1NCC#CC=1N=C2N(C=CC=C2N[C@H]2[C@H](CN(CC2)C)F)C1CC(F)(F)F